COC1=CC=C(CN(CC2=CC=C(C=C2)OC)C2=NC(=C(C=O)C=C2)Cl)C=C1 (bis(4-methoxybenzyl)amino)-2-chloronicotinaldehyde